6,7-dichloro-N-(2,2-difluoroethyl)-3-(1-tetrahydropyran-2-ylpyrazol-4-yl)-1H-indol-4-amine ClC=1C=C(C=2C(=CNC2C1Cl)C=1C=NN(C1)C1OCCCC1)NCC(F)F